2-Methyl-2-(4-(trifluoromethyl)phenyl)propionitrile CC(C#N)(C)C1=CC=C(C=C1)C(F)(F)F